N1=CC=CC=2N(C=3C=CC=CC3C21)CC2=CC=C(C=N2)CP(OCC)(OCC)=O diethyl ((6-((5H-pyrido[3,2-b]indol-5-yl)methyl)pyridin-3-yl)methyl)phosphonate